(9-cyclopropyl-5,6-dihydrobenzo[f]imidazo[1,2-d][1,4]oxazepin-2-yl)-3-fluoro-2-hydroxybenzaldehyde C1(CC1)C1=CC2=C(C=3N(CCO2)C=C(N3)C3=C(C(=C(C=O)C=C3)O)F)C=C1